NC(C[C@@H]1CN(CC1)C1=CC(=NC=2N1N=C(C2C2=CC=C(C=C2)Cl)C2=C(C=CC=C2)Cl)N(CCC(=O)N)C)=O 3-[[7-[(3R)-3-(2-amino-2-oxo-ethyl)pyrrolidin-1-yl]-2-(2-chlorophenyl)-3-(4-chlorophenyl)pyrazolo[1,5-a]pyrimidin-5-yl]-methyl-amino]propanamide